(3-chloro-4-fluorophenyl)-N-[(4-cyclobutyl-2,5-dioxoimidazolidin-4-yl)methyl]-2H-1,2,3-triazole-4-carboxamide ClC=1C=C(C=CC1F)N1N=CC(=N1)C(=O)NCC1(NC(NC1=O)=O)C1CCC1